ClC1=C(C=NC(=C1)OC)C(=O)N1C(CN(CC1)[C@H](C(=O)NC1=NC=C(N=C1)OC1=C(C=C(C=C1)F)F)C)(C)C (2S)-2-[4-(4-chloro-6-methoxypyridine-3-carbonyl)-3,3-dimethylpiperazin-1-yl]-N-[5-(2,4-difluorophenoxy)pyrazin-2-yl]propanamide